(S)-3-(But-3-en-1-ylamino)-4-((tert-butyldiphenylsilyl)oxy)-N-methoxy-N-methylbutanamide C(CC=C)N[C@@H](CC(=O)N(C)OC)CO[Si](C1=CC=CC=C1)(C1=CC=CC=C1)C(C)(C)C